(1s,3s)-3-(3-fluorophenoxy)cyclobutanol FC=1C=C(OC2CC(C2)O)C=CC1